C1(=CC=C(C=C1)S(=O)(=O)[O-])C(C)C p-cumenesulfonate